OC[C@H]1C[C@H](CCC1)NC(OC(C)(C)C)=O tert-butyl N-[(1S,3R)-3-(hydroxymethyl)cyclohexyl]carbamate